N-[4-[[3-[2-[(1r,4r)-(4-aminocyclohexyl)amino]pyrimidin-4-yl]-2-pyridyl]amino]-3-fluorophenyl]benzenesulfonamide NC1CCC(CC1)NC1=NC=CC(=N1)C=1C(=NC=CC1)NC1=C(C=C(C=C1)NS(=O)(=O)C1=CC=CC=C1)F